C(C)(C)(C)C=1C=C(OC2CC3(CN(C3)C(=O)C3CC(C3)(C)O)C2)C=CC1 (6-(3-(tert-butyl)phenoxy)-2-azaspiro[3.3]hept-2-yl)((1s,3s)-3-hydroxy-3-methylcyclobutyl)methanone